C(#N)C1=CC=C(C=C1)CN1C([C@H](CS(C2=C1C=C(C(=C2)F)C2=CN=NC(=C2)C2(CC2)C(F)(F)F)(=O)=O)NC(OC(C)(C)C)=O)=O tert-butyl N-[(3R)-5-[(4-cyanophenyl)methyl]-8-fluoro-1,1,4-trioxo-7-[6-[1-(trifluoromethyl)cyclopropyl]pyridazin-4-yl]-2,3-dihydro-1λ6,5-benzothiazepin-3-yl]carbamate